(3-fluoro-2-methylphenyl)(2,6-diazaspiro[3.3]heptane-2-yl)methanone FC=1C(=C(C=CC1)C(=O)N1CC2(C1)CNC2)C